[2-chloro-3-(3-fluoro-1H-pyrazol-4-yl)phenyl]-[(9aS)-3-(6-bromo-3-pyridyl)-3,4,6,7,9,9a-hexahydro-1H-pyrazino[2,1-c][1,4]oxazin-8-yl]methanone ClC1=C(C=CC=C1C=1C(=NNC1)F)C(=O)N1C[C@H]2COC(CN2CC1)C=1C=NC(=CC1)Br